(1r,3R,5'S,7a'R)-5'-(3,5-difluorophenyl)-3'-oxotetrahydro-3'H-spiro[cyclobutane-1,2'-pyrrolo[2,1-b]oxazol]-3-yl picolinate N1=C(C=CC=C1)C(=O)OC1CC2(C(N3[C@H](O2)CC[C@H]3C3=CC(=CC(=C3)F)F)=O)C1